1-(3-methyl-2-oxo-2,3-dihydrobenzo[d]oxazol-5-yl)-1H-1,2,3-triazole-4-carbaldehyde CN1C(OC2=C1C=C(C=C2)N2N=NC(=C2)C=O)=O